FC1CN(C1)CCC1=NN(C(C=C1C)=O)[C@H](C(=O)[O-])CC(C)C (S)-2-(3-(2-(3-fluoroazetidin-1-yl) ethyl)-4-methyl-6-oxopyridazin-1(6H)-yl)-4-methylpentanoate